N/C(/SC1=C(C=CC=C1)N)=C(/C#N)\C(\C#N)=C(\SC1=C(C=CC=C1)N)/N (2Z,3Z)-2,3-Bis[amino[(2-aminophenyl)thio]methylene]butanedinitrile